C(#N)C1=C(C=CC(=C1)C(F)(F)F)S(=O)(=O)Cl 2-cyano-4-trifluoromethylbenzenesulfonyl chloride